(4S,5R)-1-{6,6-difluorospiro[3.3]hept-2-yl}-5-fluoro-3-(trifluoromethyl)-4,6-dihydro-cyclopenta[c]pyrazol-4-ol FC1(CC2(CC(C2)N2N=C(C3=C2C[C@H]([C@H]3O)F)C(F)(F)F)C1)F